rac-(1R,2R,4R)-2-amino-4-benzyloxy-cyclopentanol N[C@H]1[C@@H](C[C@@H](C1)OCC1=CC=CC=C1)O |r|